2-bromo-N-(((1r,3r)-3-(4-methylpiperazin-1-yl)-1-phenylcyclobutyl)methyl)-5-(trifluoromethyl)pyrazolo[1,5-a]pyrimidin-7-amine BrC1=NN2C(N=C(C=C2NCC2(CC(C2)N2CCN(CC2)C)C2=CC=CC=C2)C(F)(F)F)=C1